N-Boc-1,2,3,6-tetrahydropyridine-4-boronic acid C(=O)(OC(C)(C)C)N1CCC(=CC1)B(O)O